5-(3-hydroxy-2,6-dimethylphenyl)-2-(2-methylpyrimidin-5-yl)-3-(phenylthio)-1H-pyrrolo[2,3-b]pyridine-4-carbonitrile OC=1C(=C(C(=CC1)C)C1=C(C2=C(N=C1)NC(=C2SC2=CC=CC=C2)C=2C=NC(=NC2)C)C#N)C